ClC1=C(C=C(OC2CCN(CC2)C(=O)N2C[C@@H]3[C@@H](OCC(N3)=O)CC2)C=C1)C(F)(F)F (4aR,8aS)-6-[4-[4-chloro-3-(trifluoromethyl)phenoxy]piperidine-1-carbonyl]-4,4a,5,7,8,8a-hexahydropyrido[4,3-b][1,4]oxazin-3-one